ethyl 1-(4-[[2-(4-fluorophenyl)-5-hydroxy-3-methyl-1H-indol-1-yl] methyl] phenyl)-1,4,7,10-tetraoxadodecan-12-oate FC1=CC=C(C=C1)C=1N(C2=CC=C(C=C2C1C)O)CC1=CC=C(C=C1)OCCOCCOCCOCC(=O)OCC